N-(4-(2-(2,3-difluorophenyl)propyl)-6-(((R)-1-hydroxy-4-methylpentan-2-yl)amino)-1,3,5-triazin-2-yl)methanesulfonamide FC1=C(C=CC=C1F)C(CC1=NC(=NC(=N1)N[C@@H](CO)CC(C)C)NS(=O)(=O)C)C